C(CCOCCOCCOCCOC)(=O)ON1C(CCC1=O)=O succinimidyl 4,7,10,13-tetraoxatetradecanoate